N[C@H](CC)C1=NC(=CC2=C1CN(C2=O)C2=NC(=CC=C2)C=2N1C(=NN2)CC[C@@H]1C)N(C)C 4-[(1R)-1-aminopropyl]-6-(dimethyl-amino)-2-{6-[(5S)-5-methyl-6,7-dihydro-5H-pyrrolo[2,1-c][1,2,4]triazol-3-yl]pyridin-2-yl}-2,3-dihydro-1H-pyrrolo[3,4-c]pyridin-1-one